C(CCCCCCCCCCCN)N Dodecane-1,12-diamine